FC1(NCCNC1)F (8S)-2,2-difluorotetrahydro-1H-pyrazin